N[C@@H](C)C=1N(C(C2=C(C=CC(=C2C1)F)Cl)=O)C1=CC=CC=C1 (S)-3-(1-aminoethyl)-8-chloro-5-fluoro-2-phenylisoquinolin-1(2H)-one